[Ni].[Ni].[Li] lithium nickel-nickel